6-(spiro[2.3]hex-5-ylamino)nicotinonitrile C1CC12CC(C2)NC2=NC=C(C#N)C=C2